4-bromo-5-iodothiophene-2-carboxylic acid BrC=1C=C(SC1I)C(=O)O